5-(((1S,2R)-2-(benzylamino)cyclohexyl)(methyl)amino)-2-(2,6-dioxopiperidin-3-yl)isoindoline-1,3-dione C(C1=CC=CC=C1)N[C@H]1[C@H](CCCC1)N(C=1C=C2C(N(C(C2=CC1)=O)C1C(NC(CC1)=O)=O)=O)C